N,N'-diamino-4,4'-bipyridine NN1C=CC(C=C1)=C1C=CN(C=C1)N